C1(CCCC1)[C@@H](C(=O)NC1=CC=C(C=C1)C=1C(=[N+](C=CC1C)[O-])C)NC(=O)C=1C(=NOC1)CC (S)-3-(4-(2-cyclopentyl-2-(3-ethylisoxazole-4-carboxamido)acetamido)phenyl)-2,4-dimethylpyridine 1-oxide